C(C)C(C(=O)O)CCCC.C(C)OC(CCCCC)=O.C(CCC)C1C(CCCC1)(CCCC)CCCC tributyl-cyclohexane ETHYL-CAPROATE (ethyl-hexanoate)